p-aminobenzyl 1-thio-β-D-galactopyranoside S([C@H]1[C@H](O)[C@@H](O)[C@@H](O)[C@H](O1)CO)CC1=CC=C(C=C1)N